7-hydroxybenzo[d]thiazole-5-carboxylic acid OC1=CC(=CC=2N=CSC21)C(=O)O